ClC=1C2=CN(N=C2C(=C(C1)C1=CC(=C(C=C1)OCCN(C)C)CC)Cl)C(C(=O)NC=1SC=CN1)C1=C2N(C=N1)C[C@@H](C2)F 2-(4,7-Dichloro-6-(4-(2-(dimethylamino)ethoxy)-3-ethylphenyl)-2H-indazol-2-yl)-2-((R)-6-fluoro-6,7-dihydro-5H-pyrrolo[1,2-c]imidazol-1-yl)-N-(thiazol-2-yl)acetamide